[Si](C)(C)(C(C)(C)C)OC1=CC(=C(C=C1)C1(CN(C1)C=1C=C(C#N)C=CN1)O)Cl 2-(3-(4-((tert-butyldimethylsilyl)oxy)-2-chlorophenyl)-3-hydroxyazetidin-1-yl)isonicotinnitrile